NC=1C2=C(N=CN1)N(C=C2)CC#N 4-amino-7-cyanomethyl-7H-pyrrolo[2,3-d]pyrimidin